ClC1=CC=C(C=C1)C=1N=C2N(C=CC=N2)C1C(C)N1CC2CCC(C1)N2C(=O)OC(C)(C)C tert-Butyl 3-{1-[2-(4-chlorophenyl)imidazo[1,2-a]pyrimidin-3-yl]ethyl}-3,8-diazabicyclo[3.2.1]octane-8-carboxylate